(6R)-6-{[2-(1-methyl-1H-pyrazol-4-yl)-7-(trifluoromethyl)[1,2,4]triazolo[1,5-c]quinazolin-5-yl]amino}-1,4-oxazepan-5-one CN1N=CC(=C1)C1=NN2C(=NC=3C(=CC=CC3C2=N1)C(F)(F)F)N[C@H]1C(NCCOC1)=O